P(=O)(OCCN1C2=CC=CC=C2C=2C=CC=CC12)([O-])[O-] [2-(9H-carbazol-9-yl) ethyl] phosphate